O=C1C=CC(=CN1)[C@H]1CN(CCC1)C(C(=O)N)C ((S)-3-(6-oxo-1,6-dihydropyridin-3-yl)piperidin-1-yl)propanamide